5-bromo-6-cyclopropylbenzofuran-4-ol BrC1=C(C=C2C(C=CO2)=C1O)C1CC1